C(#N)C(CCC(=O)OCC1=C(C=CC(=C1)OCC#C)[N+](=O)[O-])C 2-nitro-5-(prop-2-yn-1-yloxy)benzyl 4-cyanopentanoate